(4-(1-(cyclopropylmethyl)-1H-benzo[d]imidazol-2-yl)piperidin-1-yl)(3-(3-fluorophenyl)-1-methyl-1H-indazol-7-yl)methanone C1(CC1)CN1C(=NC2=C1C=CC=C2)C2CCN(CC2)C(=O)C=2C=CC=C1C(=NN(C21)C)C2=CC(=CC=C2)F